5-benzyl-2-(2-chlorophenyl)-4,5,6,7-tetrahydro-2H-pyrazolo[4,3-c]pyridin-3-ol hydrochloride Cl.C(C1=CC=CC=C1)N1CC=2C(CC1)=NN(C2O)C2=C(C=CC=C2)Cl